1-[2-chloro-4-(trifluoromethyl)phenyl]-4-[6-(2-methoxyphenyl)pyridin-3-yl]-N-[2-(methylamino)ethyl]piperidine-4-carboxamide ClC1=C(C=CC(=C1)C(F)(F)F)N1CCC(CC1)(C(=O)NCCNC)C=1C=NC(=CC1)C1=C(C=CC=C1)OC